(2R,3S,5R)-N-(2-(1-cyanocyclopropyl)pyridin-4-yl)-3-(3,4-difluoro-2-methoxyphenyl)-5-methyl-5-(trifluoromethyl)tetrahydrothiophene-2-carboxamide C(#N)C1(CC1)C1=NC=CC(=C1)NC(=O)[C@@H]1S[C@](C[C@H]1C1=C(C(=C(C=C1)F)F)OC)(C(F)(F)F)C